2-(4-methylphenyl)-4,5-dihydrooxazole CC1=CC=C(C=C1)C=1OCCN1